[Na+].C1(CC1)CC(=O)[O-] cyclopropaneacetic acid sodium salt